4-(4-((5-methyloctan-1,5-dien-4-yl)oxy)phenyl)butan-2-one CC(C(CC=C)OC1=CC=C(C=C1)CCC(C)=O)=CCC